5-bromo-1-(2-hydroxyethyl)-1,2-dihydropyridin-2-one BrC=1C=CC(N(C1)CCO)=O